C(C)(=O)C=1C=C2C=CC=C(C2=CC1)Br 6-acetyl-1-bromonaphthalene